(R)-4-(5-((1-(dimethylamino)propan-2-yl)oxy)-4-((5-fluoroquinolin-6-yl)amino)quinazolin-7-yl)thiomorpholine 1,1-dioxide CN(C[C@@H](C)OC1=C2C(=NC=NC2=CC(=C1)N1CCS(CC1)(=O)=O)NC=1C(=C2C=CC=NC2=CC1)F)C